ClC=1C(=NC(=NC1)NC1CCN(CC1)CC=1C=C2CN(C(C2=C(C1)F)=O)C1C(NC(CC1)=O)=O)C=1C=NN(C1CC1CC1)C 3-(5-((4-((5-chloro-4-(5-(cyclopropylmethyl)-1-methyl-1H-pyrazol-4-yl)pyrimidin-2-yl)amino)piperidin-1-yl)methyl)-7-fluoro-1-oxoisoindolin-2-yl)piperidine-2,6-dione